2-ethyl-2-prenyl-3-hexenol C(C)C(CO)(C=CCC)CC=C(C)C